2-(6-((4-cyano-2-fluorobenzyl)oxy)pyridin-2-yl)-2,6-dihydropyrrolo[3,4-c]pyrazol C(#N)C1=CC(=C(COC2=CC=CC(=N2)N2N=C3C(=C2)C=NC3)C=C1)F